O1NOC(=C1)C(=O)N [1,3]dioxazol-4-carboxamide